2,6-ditert.-butyl-p-methylphenol C(C)(C)(C)C1=C(C(=CC(=C1)C)C(C)(C)C)O